C(C)(C)(C)[C@@H]1CC=2C=C3C(=NC2CC1)SC(=N3)C(=O)N[C@H](CC[NH+]3CCC(CC3)O)C3=CC=C(C=C3)C3=NN=NN3C |r| rac-(7S)-7-tert-butyl-N-[rac-(1R)-3-(4-hydroxypiperidin-1-ium-1-yl)-1-[4-(1-methyltetrazol-5-yl)phenyl]propyl]-5,6,7,8-tetrahydrothiazolo[5,4-b]quinoline-2-carboxamide